2-(2-Bromothiazol-5-yl)-2-methylpropanoic acid tert-butyl ester C(C)(C)(C)OC(C(C)(C)C1=CN=C(S1)Br)=O